CC(=O)[C@H](O)[C@H](O)[C@H](O)CS methyl-5-thioribose